2-(Bis(4-methoxybenzyl)amino)-4-(butylamino)pyridin COC1=CC=C(CN(C2=NC=CC(=C2)NCCCC)CC2=CC=C(C=C2)OC)C=C1